(S)-N'-((3-cyclopropyl-2-(trifluoromethyl)-6,7-dihydro-5H-cyclopenta[b]pyridin-4-yl)carbamoyl)-1-(difluoromethyl)-4-fluoro-1H-pyrazole-3-sulfonimidamide C1(CC1)C=1C(=C2C(=NC1C(F)(F)F)CCC2)NC(=O)N=[S@@](=O)(N)C2=NN(C=C2F)C(F)F